(S)-1-((R)-8-(4'-(1-amino-2-methylpropan-2-yl)-4-ethoxybiphenyl-3-ylsulfonyl)-1-oxa-8-azaspiro[4.5]decan-3-ylamino)-3-(3-(1-(hydroxymethyl)cyclopropylsulfonyl)phenoxy)propan-2-ol NCC(C)(C)C1=CC=C(C=C1)C1=CC(=C(C=C1)OCC)S(=O)(=O)N1CCC2(C[C@H](CO2)NC[C@@H](COC2=CC(=CC=C2)S(=O)(=O)C2(CC2)CO)O)CC1